NC1=C(C(=O)NC(C)(C)C)C=C(C=N1)C1=C(C=C(C=C1)NC([C@@H](O)C1=CC(=CC(=C1)F)F)=O)C (S)-2-amino-N-(tert-butyl)-5-(4-(2-(3,5-difluorophenyl)-2-hydroxyacetamido)-2-methylphenyl)nicotinamide